1,6-dimethyltetrahydropyrimidin-2(1H)-one CN1C(NCCC1C)=O